ClC=1C=NN(C1)C1=C(C(=NN(C1=O)C1=C(C=C(C=O)C=C1C)C)CC)O 4-[5-(4-chloro-1H-pyrazol-1-yl)-3-ethyl-4-hydroxy-6-oxopyridazin-1(6H)-yl]-3,5-dimethylbenzaldehyde